O[C@H]1C[C@@H]([C@@H]2[C@H]1OC(O2)(C)C)CC2CC(C2)C(=O)OC Methyl 3-(((3aR,4S,6S,6aS)-6-hydroxy-2,2-dimethyltetrahydro-4H-cyclopenta[d][1,3]dioxol-4-yl)methyl)cyclobutane-1-carboxylate